C([2H])([2H])([2H])N(C(C([2H])([2H])C1=CN(C2=CC=CC(=C12)F)C(CCCCCCC\C=C/C\C=C/CCCCC)=O)([2H])[2H])C([2H])([2H])[2H] (9Z,12Z)-1-(3-(2-(bis(methyl-d3)amino)ethyl-1,1,2,2-d4)-4-fluoro-1H-indol-1-yl)octadeca-9,12-dien-1-one